BrC=1C=CC(N(C1)C1CC1)=O 5-bromo-1-cyclopropyl-pyridin-2-one